CC1=CC=C(C=NN=C2SC(C(N2)=O)CC(=O)Cl)C=C1 2-(((4-methylbenzylidene)hydrazineylidene)-4-oxothiazolidine-5-yl)acetyl chloride